(3R,4R)-3-Tert-butyl-4-fluoro-N-{2-fluoro-4-methyl-5-[8-(morpholin-4-yl)imidazo[1,2-a]pyridin-6-yl]phenyl}pyrrolidine-1-carboxamide C(C)(C)(C)[C@@H]1CN(C[C@@H]1F)C(=O)NC1=C(C=C(C(=C1)C=1C=C(C=2N(C1)C=CN2)N2CCOCC2)C)F